C(C)(C)(C)OC(=O)N1C[C@@H](N(CC1)CC=1C=C2C(C=COC2=C(C1)C)=O)C(C)C (3S)-3-isopropyl-4-[(8-methyl-4-oxo-chromen-6-yl)methyl]piperazine-1-carboxylic acid tert-butyl ester